2-(5-[cyclopropyl[(1S,2S,3R,5R)-2-fluoro-8-azabicyclo[3.2.1]octan-3-yl]amino]pyrazin-2-yl)-5-(2-fluoro-6-methoxypyridin-4-yl)phenol C1(CC1)N(C=1N=CC(=NC1)C1=C(C=C(C=C1)C1=CC(=NC(=C1)OC)F)O)[C@H]1[C@H]([C@@H]2CC[C@H](C1)N2)F